2,3,6-trimethyl-4-ethoxyphenol CC1=C(C(=CC(=C1C)OCC)C)O